FC1=C2C(N(C(=NC2=CC=C1)[C@H](CC)NC1=C2NC=NC2=NC=N1)C1=CC=CC=C1)=O 5-fluoro-3-phenyl-2-[(1S)-1-(7H-purin-6-ylamino)propyl]-4(3H)quinazolinone